6-chloro-N-(7-fluoro-2,1,3-benzooxadiazol-4-yl)-1H-indole-3-sulfonamide ClC1=CC=C2C(=CNC2=C1)S(=O)(=O)NC1=CC=C(C2=NON=C21)F